2-chloro-N-(3-chlorophenyl)acetamide C1=CC(=CC(=C1)Cl)NC(=O)CCl